3-[(1-naphthaloylamino)methyl]-5-[(2S)-1-cyclohexylsulfonylpyrrolidin-2-yl]-1,2,4-oxadiazole C1(=CC=CC2=CC=CC=C12)C(=O)NCC1=NOC(=N1)[C@H]1N(CCC1)S(=O)(=O)C1CCCCC1